FC=1C(=NC=C(C1)NC(=O)C1(CC1)C(NC1=CC=C(C=C1)F)=O)OC1=CC=NC2=CC(=C(C=C12)C(=O)O)OC 4-[3-fluoro-5-[[1-[(4-fluorophenyl)carbamoyl]cyclopropanecarbonyl]amino]pyridin-2-yl]oxy-7-methoxyquinoline-6-carboxylic acid